C(C)OC1=CN(C=2N=NC(=CC21)C2=C(C=C(C=C2C)C(F)(F)F)O)C2CC(C2)(C)O 2-[5-ethoxy-7-(cis-3-hydroxy-3-methylcyclobutyl)-7H-pyrrolo[2,3-c]pyridazin-3-yl]-3-methyl-5-(trifluoromethyl)phenol